5-chloro-2-{[(1R)-1-(4-chlorophenyl)-7-fluoro-5-[1-hydroxy-1-(1-methylpiperidin-4-yl)ethyl]-1-methoxyoxo-2,3-dihydro-1H-isoindol-2-yl]methyl}benzoic acid ClC=1C=CC(=C(C(=O)O)C1)CN1[C@@](C2=C(C=C(C=C2C1=O)C(C)(C1CCN(CC1)C)O)F)(OC)C1=CC=C(C=C1)Cl